C(C)(C)(C)OC(=O)N(C1CCN(CC1)C1=CC=CC=2N(CC(OC21)C)C(=O)OCC2=CC=CC=C2)C benzyl 8-[4-[tert-butoxycarbonyl(methyl)amino]-1-piperidyl]-2-methyl-2,3-dihydro-1,4-benzoxazine-4-carboxylate